6-[2,6-difluoro-3-(6-fluoro-1-hydroxy-2,3-dihydro-1H-indene-4-sulfonamido)phenyl]-N-methylimidazo[1,5-a]pyridine-1-carboxamide FC1=C(C(=CC=C1NS(=O)(=O)C=1C=2CCC(C2C=C(C1)F)O)F)C=1C=CC=2N(C1)C=NC2C(=O)NC